C(C)(=O)N1[C@H](CN(C[C@@H]1C)C(C=C)=O)C1=CC(=NC(=C1)Cl)C1=CC(=NC(=N1)C)C(=O)NC 6-(4-((2s,6S)-1-acetyl-4-acryloyl-6-methylpiperazin-2-yl)-6-chloropyridin-2-yl)-N,2-dimethylpyrimidine-4-carboxamide